5-(2-(1-(3,4-difluorophenyl)-6-oxopiperidin-2-yl)-5-(3,5-dimethylisoxazol-4-yl)-1H-benzo[d]imidazol-1-yl)-N-methylisothiazole-3-carboxamide FC=1C=C(C=CC1F)N1C(CCCC1=O)C1=NC2=C(N1C1=CC(=NS1)C(=O)NC)C=CC(=C2)C=2C(=NOC2C)C